NC=1N=NC(=CC1N1CC(N(CC1)CC1=CC=CC=C1)=O)C1=C(C=CC=C1)O 4-(3-amino-6-(2-hydroxyphenyl)pyridazin-4-yl)-1-benzylpiperazin-2-one